C1(=CC=CC=C1)C=1C(=C2C=CC=CN2C1)C(=O)O 2-phenylindolizine-1-carboxylic acid